propyl 4-bromo-7-oxo-1-p-toluenesulfonyl-6,7-dihydro-1H-pyrrolo[2,3-c]pyridine-2-carboxylate BrC=1C2=C(C(NC1)=O)N(C(=C2)C(=O)OCCC)S(=O)(=O)C2=CC=C(C)C=C2